OC1=CC=C(C=C1)P(C)(C)=O (4-hydroxyphenyl)dimethylphosphine oxide